CC(CC)OC1=CC=NC=C1 4-(1-methylpropoxy)pyridine